bis(iso-butylcyclopentadienyl)zirconium chloride [Cl-].C(C(C)C)C1(C=CC=C1)[Zr+2]C1(C=CC=C1)CC(C)C.[Cl-]